FC(C1=CC=C2C(=CC=NC2=C1)CO)(F)F (7-(trifluoromethyl)quinolin-4-yl)methanol